[6-(5-cyclopropyl-4H-1,2,4-triazol-3-yl)-2-azaspiro[3.3]heptan-2-yl]-[6-[[5-(trifluoromethyl)pyrimidin-2-yl]methyl]-2,6-diazaspiro[3.3]heptan-2-yl]methanone C1(CC1)C=1NC(=NN1)C1CC2(CN(C2)C(=O)N2CC3(C2)CN(C3)CC3=NC=C(C=N3)C(F)(F)F)C1